3-(1-(1-(2-fluoroacryloyl)azetidin-3-yl)-3-(4-(trifluoromethyl)phenyl)-1H-pyrazolo[4,3-b]pyridin-7-yl)-1-methylpyridin-2(1H)-one FC(C(=O)N1CC(C1)N1N=C(C2=NC=CC(=C21)C=2C(N(C=CC2)C)=O)C2=CC=C(C=C2)C(F)(F)F)=C